N-[(1R)-1-methyl-3-oxo-butyl]carbamic acid tert-butyl ester C(C)(C)(C)OC(N[C@@H](CC(C)=O)C)=O